(E)-N'-(2-(tert-butyl)benzylidene)-6-(4-methoxyphenyl)pyrazine-2-carbohydrazide C(C)(C)(C)C1=C(\C=N\NC(=O)C2=NC(=CN=C2)C2=CC=C(C=C2)OC)C=CC=C1